ClC1=C(C=CC(=C1)C(F)(F)F)NCC1=CC(=CC=N1)C(=O)O 6-(((2-chloro-4-(trifluoromethyl)phenyl)amino)methyl)-4-picolinic acid